C=C1C2CCC(CN1C(=O)OCC1=CC=CC=C1)N2C(=O)OC(C)(C)C 3-benzyl 8-(tert-butyl) 2-methylene-3,8-diazabicyclo[3.2.1]octane-3,8-dicarboxylate